4-bromo-7-chloro-2-methyl-1-benzothiophene BrC1=CC=C(C2=C1C=C(S2)C)Cl